3-(2-chloro-4-(trifluoromethyl)phenyl)-2-oxo-2,3-dihydrobenzothiazol ClC1=C(C=CC(=C1)C(F)(F)F)N1C(SC2=C1C=CC=C2)=O